5-methyl-5-methoxycarbonylnorbornene CC1(C2C=CC(C1)C2)C(=O)OC